OC1=C(C(=O)NC2=C(C=CC=C2)C(=O)N2CCOCC2)C=C(C(=C1)O)C(C)C 2,4-dihydroxy-5-isopropyl-N-(2-(morpholine-4-carbonyl)phenyl)benzamide